4-(4-bromophenyl)-3,4-dihydropyran BrC1=CC=C(C=C1)C1CCOC=C1